ClC1=C(C(=O)NC2=C3C=NN(C3=CC=C2)C=2N=CSC2)C=C(C=C1)CNS(=O)(=O)C1CC1 2-chloro-5-{[(cyclopropylsulfonyl)amino]methyl}-N-[1-(1,3-thiazol-4-yl)-1H-indazol-4-yl]benzamide